CC1(OC=2C=C3C(=CC2[C@@H]2[C@H]1O2)C=CC(O3)=O)C (1aR,9bR)-2,2-dimethyl-1a,9b-dihydro-2H,6H-oxireno[2,3-c]pyrano[3,2-g]chromen-6-one